(R)-(2-(benzofuran-3-yl)-1-(2-morpholinyl-2-oxoacetylamino)ethyl)boronic acid O1C=C(C2=C1C=CC=C2)C[C@H](NC(C(=O)N2CCOCC2)=O)B(O)O